tert-butyl N-(cyclopropylmethyl)-N-[(3R)-1-{2-[6-(methoxymethoxy)-2,7-dimethylindazol-5-yl] quinoxalin-6-yl}pyrrolidin-3-yl]carbamate C1(CC1)CN(C(OC(C)(C)C)=O)[C@H]1CN(CC1)C=1C=C2N=CC(=NC2=CC1)C1=CC2=CN(N=C2C(=C1OCOC)C)C